F[Sb-](F)(F)(F)(F)F.OC(COC1=CC=C(C=C1)[I+]C1=CC=CC=C1)CCCCCCCCCCCC [4-(2-hydroxy-1-tetradecyloxy)-phenyl]phenyliodonium hexafluoroantimonate